C(C1=CC=CC=C1)(=O)OOC(C)(C)CC tertamyl peroxy-benzoate